BrC=1C=C(C2=C(C(=CO2)C(=O)OCC)C1)OCC1=NC=CC=C1 ethyl 5-bromo-7-(pyridin-2-ylmethoxy)benzofuran-3-carboxylate